C(C)(C)(C)OC(=O)N1CCN(CC1)C([C@H](CCCN(CC=C)[C@H]1[C@@H](C1)C1=CC=C(C=C1)F)NC(C1=CC=C(C=C1)C1=NC=CC=N1)=O)=O N-[(2S)-1-(4-(tert-butyloxycarbonyl)piperazin-1-yl)-5-[[(1R,2S)-2-(4-fluorophenyl)cyclopropyl](prop-2-en-1-yl)amino]-1-oxopentan-2-yl]-4-(pyrimidin-2-yl)benzamide